C(C)S(=O)(=O)C[C@@H]1[C@H](N(C1)C=1N=CC(=C2C=C(N=CC12)NC1=NC(=NC=C1)N1C[C@H]([C@H](CC1)OCCO)F)C(C)C)C 2-{[(3R,4S)-1-[4-({8-[(2R,3S)-3-[(ethanesulfonyl)methyl]-2-methylazetidin-1-yl]-5-(propan-2-yl)-2,7-naphthyridin-3-yl}amino)pyrimidin-2-yl]-3-fluoro-piperidin-4-yl]oxy}ethan-1-ol